Alpha-Naphthol C1(=CC=CC2=CC=CC=C12)O